4-(1,5-Dimethyl-6-oxo-1,6-dihydro-pyridin-3-yl)-benzoic acid CN1C=C(C=C(C1=O)C)C1=CC=C(C(=O)O)C=C1